1-((1-(fluoromethyl)cyclopropyl)methyl)-1H-benzene FCC1(CC1)CC1CC=CC=C1